(S)-1-([1,1'-biphenyl]-4-yl)-3-(1-((1-methyl-1H-imidazol-2-yl)methyl)pyrrolidin-3-yl)-2-oxo-2,3-dihydro-1H-imidazo[4,5-b]pyridine-5-carboxylic acid C1(=CC=C(C=C1)N1C(N(C2=NC(=CC=C21)C(=O)O)[C@@H]2CN(CC2)CC=2N(C=CN2)C)=O)C2=CC=CC=C2